ClC1=CC(=C(C=C1)C1(OC(C2=C(O1)C=CC=C2)N2SN=CC2)C)F 2-(2-(4-chloro-2-fluorophenyl)-2-methylbenzo[d][1,3]dioxan-4-yl)-1,2,5-thiadiazole